ClC1=CC2=C(N(C(N=C2N2[C@H](CN(CC2)C(C=C)=O)C)=O)C2=C(C=CC=C2)C(C)C)N=C1C1=C(C=CC=C1)F 6-chloro-7-(2-fluorophenyl)-4-((2S)-2-methyl-4-(2-propenoyl)-1-piperazinyl)-1-(2-(2-propanyl)phenyl)pyrido[2,3-d]pyrimidin-2(1H)-one